BrC1=CN=C2C(=N1)N(C(=N2)C2=NC(=CC=C2)OCC)C2=C(C=CC=C2OC)OC 6-bromo(2,6-dimethoxyphenyl)-2-(6-ethoxypyridin-2-yl)-1H-imidazo[4,5-b]pyrazine